rac-(7S)-7-tert-butyl-N-[rac-(1R)-3-(4-hydroxy-1-piperidyl)-1-[3-[(1-methylpyrrolidin-3-yl)methylcarbamoyl]phenyl]propyl]-5,6,7,8-tetrahydrothiazolo[5,4-b]quinoline-2-carboxamide C(C)(C)(C)[C@@H]1CC=2C=C3C(=NC2CC1)SC(=N3)C(=O)N[C@H](CCN3CCC(CC3)O)C3=CC(=CC=C3)C(NCC3CN(CC3)C)=O |r|